2-(1-(tert-butoxycarbonyl)-1,2,5,6-tetrahydropyridin-3-yl)-1-(cyclopropylmethyl)-7-(2-ethyl-6-methylpyridin-3-yl)-3-fluoro-1H-indole-5-carboxylic acid C(C)(C)(C)OC(=O)N1CC(=CCC1)C=1N(C2=C(C=C(C=C2C1F)C(=O)O)C=1C(=NC(=CC1)C)CC)CC1CC1